(R)-N-(3-(6'-hydroxy-2',4',6'-trimethyl-7'-oxo-6',7'-dihydrospiro[cyclopropane-1,5'-inden]-3-yl)propyl)-[1,4'-bipiperidine]-1'-carboxamide OC1([C@]2(C(=C3C=C(C=C3C1=O)C)C)CC2CCCNC(=O)N2CCC(CC2)N2CCCCC2)C